Cis-N-(3-Chloro-4-fluorophenyl)-2-(methyl-d3)-5-(5-(1-methyl-1H-imidazol-4-yl)thiophen-2-yl)-1,2,6-thiadiazinane-3,4,5-d3-3-carboxamide ClC=1C=C(C=CC1F)NC(=O)[C@@]1(N(SN[C@](C1[2H])([2H])C=1SC(=CC1)C=1N=CN(C1)C)C([2H])([2H])[2H])[2H]